NC1=C(C(=O)N)C=C(N=C1C1=C2C=NNC2=CC=C1C)Cl 3-amino-6-chloro-2-(5-methyl-1H-indazol-4-yl)isonicotinamide